N=1NN=NC1CC=1C=C(C=CC1)[C@@H](CN[C@@H]([C@H]1CNC2=C(N1)N=CC=C2)C2=CC=CC=C2)C (S)-2-(3-((2H-tetrazol-5-yl)methyl)phenyl)-N-((R)-phenyl((R)-1,2,3,4-tetrahydropyrido[2,3-b]pyrazin-3-yl)methyl)propan-1-amine